N-(2-aminoethyl)-4-[2-chloro-4-[[3-[1-(2-cyanoethyl)-3-(trifluoromethyl)pyrazol-4-yl]imidazo[1,2-a]pyrazin-8-yl]amino]benzoyl]piperazine-1-carboxamide NCCNC(=O)N1CCN(CC1)C(C1=C(C=C(C=C1)NC=1C=2N(C=CN1)C(=CN2)C=2C(=NN(C2)CCC#N)C(F)(F)F)Cl)=O